4-chloro-6,6-dimethyl-6,7-dihydro-5H-cyclopenta[b]pyridine ClC1=C2C(=NC=C1)CC(C2)(C)C